Cl.CC1=CC=2C=3N(C(=NC2C(=C1)C(C)N)N1CC2(COC2)C1)C=C(N3)C(F)(F)F 1-(9-methyl-5-(2-oxa-6-azaspiro[3.3]heptan-6-yl)-2-(trifluoromethyl)imidazo[1,2-c]quinazolin-7-yl)ethan-1-amine hydrochloride